1-(4-(7-(difluoromethyl)-6-(1-methyl-1H-pyrazol-4-yl)-3,4-dihydroquinolin-1(2H)-yl)-6-(4-hydroxycyclohexyl)isoindol-2-yl)ethan-1-one FC(C1=C(C=C2CCCN(C2=C1)C=1C2=CN(C=C2C=C(C1)C1CCC(CC1)O)C(C)=O)C=1C=NN(C1)C)F